C(C)(=O)N1[C@H](CC(C1)C1=CC(=C(C=C1)OC(F)F)OCC1CC1)C(=O)C1NCC2=CC(=CC=C12)C(=O)N ((2R)-1-acetyl-4-(3-(cyclopropylmethoxy)-4-(difluoromethoxy)phenyl)pyrrolidine-2-carbonyl)isoindoline-5-carboxamide